[(3-cyano-4-fluoro-phenyl)-(2,4,6-trimethoxyphenyl)-λ3-iodanyl] 4-methylbenzenesulfonate CC1=CC=C(C=C1)S(=O)(=O)OI(C1=C(C=C(C=C1OC)OC)OC)C1=CC(=C(C=C1)F)C#N